BrC=1C(=NC(=CC1)Cl)N1CCC(CC1)O[Si](C)(C)C(C)(C)C [1-(3-Bromo-6-chloro-2-pyridyl)-4-piperidyl]oxy-tert-butyl-dimethyl-silane